N-((5-bromo-2-(methylthio)pyrimidin-4-yl)(cyano)methyl)carboxamide BrC=1C(=NC(=NC1)SC)C(NC=O)C#N